N-methyl-N-vinyl-formamide CN(C=O)C=C